C(C)C1=CC2=C(C3=CC=CC=C3C(=C2C=C1)OC(=O)C1C(CC=CC1)C(=O)O)OC(=O)C1C(CC=CC1)C(=O)O 2-Ethyl-9,10-bis[2-carboxy(4-cyclohexenyl)]carbonyloxyanthracene